5-acetyl-6-oxo-1-((2-(trimethylsilyl)ethoxy)methyl)-1,6-dihydropyridazin C(C)(=O)C1=CC=NN(C1=O)COCC[Si](C)(C)C